S(C)(=O)(=O)O.C=1(C(=CC=CC1)N)C1=CC=CC=C1 biphenyl-2-amine mesylate